ClC=1C=C(C=C(C1)NS(=O)(=O)C)NC(=O)C=1C=NN(C1)C1(CCCCC1)O N-(3-chloro-5-(methylsulfonamido)phenyl)-1-(2-cis-hydroxycyclohexyl)-1H-pyrazole-4-carboxamide